tert-butyl 4-(6-chloropyridazin-3-yl)-1,4-diazacycloheptane-1-carboxylate ClC1=CC=C(N=N1)N1CCN(CCC1)C(=O)OC(C)(C)C